C1=CC=C2C(=C1)C(=O)OC23C4=CC=CC=C4OC5=C3C(=CC=C5)S thiofluorane